(R)-(3-Fluorophenyl)(4-(3-phenylpropyl)-7-azabicyclo[2.2.1]heptan-1-yl)methanol hydrochloride Cl.FC=1C=C(C=CC1)[C@@H](O)C12CCC(CC1)(N2)CCCC2=CC=CC=C2